C(C=C)(=O)N1[C@@H](CC1)COC=1C(=NC=NC1N)C=1C(=C(C=C(C1)F)N1C(C=2N(CC1)C1=C(C2)CC(C1)(C)C)=O)C (S)-2-(3-(5-((1-acryloylazetidin-2-yl)methoxy)-6-aminopyrimidin-4-yl)-5-fluoro-2-methylphenyl)-7,7-dimethyl-3,4,7,8-tetrahydro-2H-cyclopenta[4,5]pyrrolo[1,2-a]pyrazin-1(6H)-one